FC=1C(=NC=C(C1)C(F)(F)F)N1C=CC=2C=NC(=CC21)C(=O)O 1-(3-Fluoro-5-(trifluoromethyl)pyridin-2-yl)-1H-pyrrolo[3,2-c]pyridine-6-carboxylic acid